9-(1,1'-biphenyl-3-yl)-9'-(1,1'-biphenyl-4-yl)-9H-3,3'-bi-carbazole C1(=CC(=CC=C1)N1C2=CC=CC=C2C=2C=C(C=CC12)C=1C=CC=2N(C3=CC=CC=C3C2C1)C1=CC=C(C=C1)C1=CC=CC=C1)C1=CC=CC=C1